BrC=1C=C(C=C(C1OCC(CO)(C)C)Cl)C=1[C@@H](CC(NN1)=O)C (5R)-(-)-6-[3-bromo-5-chloro-4-(3-hydroxy-2,2-dimethylpropoxy)phenyl]-5-methyl-4,5-dihydro-2H-pyridazin-3-one